COC(=O)C=1C=CC2=C(N(C=N2)CC2=CN=CN2C(C)C)C1 1-((1-isopropyl-1H-imidazol-5-yl)methyl)-1H-benzo[d]imidazole-6-carboxylic acid methyl ester